C(N1C(N(C2=NC(=NC=C12)NC1=CC=2N(C=C1C)N=CN2)C2(CCOCC2)C#N)=O)([2H])([2H])[2H] 4-(7-(Methyl-d3)-2-((6-methyl-[1,2,4]triazolo[1,5-a]pyridin-7-yl)amino)-8-oxo-7,8-dihydro-9H-purin-9-yl)tetrahydro-2H-pyran-4-carbonitrile